C(C)C(C(=O)OC#N)=NO cyano (ethyl hydroxyiminoacetate)